OCC1N(CCN(C1)C(=O)[O-])C(=O)[O-] (Hydroxymethyl)piperazine-1,4-dicarboxylate